3-((4-(4-fluoro-2-methyl-1H-indol-5-yloxy)-6-methoxyquinolin-7-yloxy)methyl)-N,N-dimethylcyclobutylamine FC1=C2C=C(NC2=CC=C1OC1=CC=NC2=CC(=C(C=C12)OC)OCC1CC(C1)N(C)C)C